2-methyl-5-((1-methyl-1H-imidazol-2-yl)methoxy)benzofuran-3-carboxylic acid CC=1OC2=C(C1C(=O)O)C=C(C=C2)OCC=2N(C=CN2)C